S1C(=NC2=C1C=CC=C2)C2=C(C(=CC(=C2N2N=CC=C2)OC)OC2=C(C=C(C=C2)OC)C=2SC1=C(N2)C=CC=C1)O 2-(benzo[d]thiazol-2-yl)-6-(2-(benzo[d]thiazol-2-yl)-4-methoxyphenoxy)-4-methoxy-3-(1H-pyrazol-1-yl)phenol